1-octyl-beta-D-glucuronamide C(CCCCCCC)[C@]1(O)[C@H](O)[C@@H](O)[C@H](O)[C@H](O1)C(=O)N